2-((1S,2S)-2-aminocyclohexyl)-5-chloro-3-((difluoromethoxy)methyl)-N-(thiophen-2-ylmethyl)thieno[3,2-b]pyridin-7-amine N[C@@H]1[C@H](CCCC1)C1=C(C2=NC(=CC(=C2S1)NCC=1SC=CC1)Cl)COC(F)F